8-fluoro-9-(4-methylpiperidin-1-yl)pyrido[2,3-b]phenazine-5,12-dione FC=1C=C2N=C3C(C4=C(C(C3=NC2=CC1N1CCC(CC1)C)=O)N=CC=C4)=O